CC1=NC=CC(=C1)C=1NC2=CC=C(C=C2C1)C1=CC=2OCCNC2N=C1 7-(2-(2-methylpyridin-4-yl)-1H-indol-5-yl)-3,4-dihydro-2H-pyrido[3,2-b][1,4]oxazine